OCCC1=NC=C(C=N1)NC(OCCOC1=CC2=C(N=C(S2)C2=C3N=CC(=NC3=CC(=C2)C)OC)C=C1F)=O 2-((5-fluoro-2-(2-methoxy-7-methylquinoxalin-5-yl)benzo[d]thiazol-6-yl)oxy)ethyl (2-(2-hydroxyethyl)pyrimidin-5-yl)carbamate